2,9-Di-tert-butyl-4-chloro-1,10-phenanthroline C(C)(C)(C)C1=NC2=C3N=C(C=CC3=CC=C2C(=C1)Cl)C(C)(C)C